OCC1C(NC(C(N1)=O)C)=O 3-hydroxymethyl-6-methyl-piperazine-2,5-dione